C1=CC(=CC=C1O)S(F)(F)(F)(F)F 4-(pentafluorothio)phenol